4-(6-(Difluoromethyl)-6-hydroxy-1,4-oxazepan-4-yl)-6-((S)-1-((2S,4R)-4-fluoro-1-methylpyrrolidin-2-yl)ethoxy)-N-hydroxy-1,3,5-triazine-2-carboximidamide FC(C1(CN(CCOC1)C1=NC(=NC(=N1)O[C@@H](C)[C@H]1N(C[C@@H](C1)F)C)C(NO)=N)O)F